O1CC(C1)OC1=NC(=NC=C1C(F)(F)F)N[C@H]1CN(CCC1)C1=NC=NC=2C[C@@H](CCC12)B(O)O ((R)-4-((R)-3-((4-(oxetan-3-yloxy)-5-(trifluoromethyl)pyrimidin-2-yl)amino)piperidin-1-yl)-5,6,7,8-tetrahydroquinazolin-7-yl)boronic acid